BrC1=C(C2=CN(N=C2C(=C1)C(=O)OC)COCC[Si](C)(C)C)OC methyl 5-bromo-4-methoxy-2-{[2-(trimethylsilyl)ethoxy] methyl}-2H-indazole-7-carboxylate